2-((4-(2-(4-chloro-2-fluorophenyl)-4-methyl-2H-chromene-8-yl)piperidin-1-yl)methyl)-1-(((S)-oxetan-2-yl)methyl)-1H-benzo[d]imidazole-6-carboxylic acid ClC1=CC(=C(C=C1)C1OC2=C(C=CC=C2C(=C1)C)C1CCN(CC1)CC1=NC2=C(N1C[C@H]1OCC1)C=C(C=C2)C(=O)O)F